tert-butyl 5-(5-bromopyridin-3-yl)-4,5-dihydro-1H-pyrazole-1-carboxylate BrC=1C=C(C=NC1)C1CC=NN1C(=O)OC(C)(C)C